O=C1N(CCC12OCC1=C(NC2)C=CC=C1)C#N Oxo-1,5-dihydro-2H-spiro[benzo[e][1,4]oxazepine-3,3'-pyrrolidine]-1'-carbonitrile